(3R,7S)-tert-Butyl 7-(((tert-butyldiphenylsilyl) oxy) methyl)-3-methyl-10-oxo-3,4,7,8,9,10-hexahydropyrido[4',3':3,4]pyrazolo[1,5-a]pyrazine-2(1H)-carboxylate [Si](C1=CC=CC=C1)(C1=CC=CC=C1)(C(C)(C)C)OC[C@@H]1CNC(C=2N1N=C1C2CN([C@@H](C1)C)C(=O)OC(C)(C)C)=O